α,α-ditolyl-δ-valerolactone C1(=C(C=CC=C1)C1(C(=O)OCCC1)C1=C(C=CC=C1)C)C